ethyl 1-benzyl-5,5-difluoro-4-oxo-piperidin-3-carboxylate C(C1=CC=CC=C1)N1CC(C(C(C1)(F)F)=O)C(=O)OCC